C1OCC12CN(C2)C2=C1C=CNC(C1=CN=C2)=O 5-(2-oxa-6-azaspiro[3.3]heptan-6-yl)-2,7-naphthyridin-1-one